3-(2-cyanopyrimidin-4-yl)-3,8-diazabicyclo[3.2.1]octane-8-carboxylate C(#N)C1=NC=CC(=N1)N1CC2CCC(C1)N2C(=O)[O-]